C(=O)C1=NN(C(C=2N1C1=C(C2)SC=N1)=O)CC(=O)OC methyl 2-(5-formyl-8-oxothiazolo[5',4':4,5]pyrrolo[1,2-d][1,2,4]triazin-7(8H)-yl)acetate